C12(C(=O)CC(CC1)C2(C)C)CS(=O)(=O)[O-].CC=2C=C(C=C(C2O)C)[S+]2CCCC2 1-(3,5-dimethyl-4-hydroxyphenyl)tetrahydrothiophenium camphorsulfonate